(3R)-3-({9-methyl-2-[1-methyl-3-(trifluoromethyl)-1H-pyrazol-4-yl][1,2,4]triazolo[1,5-c]quinazolin-5-yl}amino)azepin-2-one CC1=CC=2C=3N(C(=NC2C=C1)NC=1C(N=CC=CC1)=O)N=C(N3)C=3C(=NN(C3)C)C(F)(F)F